Trans-(S)-N-((3-aminocyclobutyl)methyl)-1-(4-fluorophenyl)-3,4-dihydroisoquinoline N[C@@H]1C[C@H](C1)CN1[C@H](C2=CC=CC=C2CC1)C1=CC=C(C=C1)F